2-(6-(((1S,2S,3R,5S,6R)-2,6-difluoro-1,5-dimethyl-8-azabicyclo[3.2.1]octan-3-yl)(methyl)amino)-1,2,4-triazin-3-yl)-5-(1H-imidazol-1-yl)phenol F[C@@H]1[C@@]2(C[C@H]([C@](C[C@H]1N(C1=CN=C(N=N1)C1=C(C=C(C=C1)N1C=NC=C1)O)C)(N2)C)F)C